5-Methoxy-4-(methylamino)-1-(o-tolyl)-7-(trifluoromethyl)quinazolin-2(1H)-one COC1=C2C(=NC(N(C2=CC(=C1)C(F)(F)F)C1=C(C=CC=C1)C)=O)NC